OC1CCN(CC1)C1=CC(=NC(=C1)[C@]1(COCC1)OC)N1N=C(C=2C=NC(=CC21)NC(=O)N)C (R)-1-(1-(4-(4-hydroxypiperidin-1-yl)-6-(3-methoxytetrahydrofuran-3-yl)pyridin-2-yl)-3-methyl-1H-pyrazolo[4,3-c]pyridin-6-yl)urea